3-(3-phenylpropyl)-5-[(2s,4r)-4-hydroxy-1-isobutylsulfonylpyrrolidin-2-yl]-1,2,4-oxadiazole C1(=CC=CC=C1)CCCC1=NOC(=N1)[C@H]1N(C[C@@H](C1)O)S(=O)(=O)CC(C)C